4-Bromo-7-fluoro-1H-indazole BrC1=C2C=NNC2=C(C=C1)F